Z-Dec-5-en-1-ol C(CCC\C=C/CCCC)O